C(CCCCCCC\C=C/CCCCCCCC)(=O)OC(COC(CCNC(C(C(COC(CCN(C)C)=O)(C)C)O)=O)=O)COC(CCCCCCC\C=C/CCCCCCCC)=O 9-Hydroxy-2,8,8-trimethyl-5,10,14-trioxo-6,15-dioxa-2,11-diazaoctadecane-17,18-diyl dioleate